5-fluoro-4-methyl-2-(trifluoromethyl)-phenylacetic acid FC=1C(=CC(=C(C1)CC(=O)O)C(F)(F)F)C